3,5-di(4-pyridylphenyl)-2-methylpyrimidine N1=CC=C(C=C1)C1=C(C=CC=C1)N1C(N=CC(=C1)C1=C(C=CC=C1)C1=CC=NC=C1)C